C(C)(S)=O Ethanethioic S-acid